C(CCCCCCCCCCC)(=O)OC=COC(CCCCCCCCCCC)=O vinylene dilaurate